COC=1C(=NC=C(C1)[N+](=O)[O-])N1CCSCC1 4-(3-methoxy-5-nitropyridin-2-yl)thiomorpholine